5-(2-bromo-5-chlorophenyl)-1,3,4-oxadiazol-2(3H)-one BrC1=C(C=C(C=C1)Cl)C1=NNC(O1)=O